ClC1=CC=C(C=C1)N1N=C(C(=N1)C12CC(C1)(C2)N)C 3-[2-(4-chlorophenyl)-5-methyl-triazol-4-yl]Bicyclo[1.1.1]Pentane-1-amine